trans-4-decenoic acid anhydride C(CC\C=C\CCCCC)(=O)OC(CC\C=C\CCCCC)=O